dimethylbenzyl-diphenylamine CC=1C(=C(C=CC1)N(C1=CC=CC=C1)CC1=CC=CC=C1)C